(3S)-N,5-dimethyl-3-((3-(2-(2-propenoyl)-2,6-diazaspiro[3.4]octan-6-yl)-1-isoquinolinyl)amino)hexanamide CNC(C[C@H](CC(C)C)NC1=NC(=CC2=CC=CC=C12)N1CC2(CN(C2)C(C=C)=O)CC1)=O